2-chloro-N-((1-((4-methoxy-3-((2-methoxyphenyl)sulfonamido)benzo[d]isoxazol-6-yl)methyl)-1H-pyrazol-4-yl)methyl)pyridine-3-sulfonamide ClC1=NC=CC=C1S(=O)(=O)NCC=1C=NN(C1)CC1=CC2=C(C(=NO2)NS(=O)(=O)C2=C(C=CC=C2)OC)C(=C1)OC